C(#N)N=S(=O)(NC(NC1=C2C(=NC3=C1CCC3)C(CC2)C)=O)\C=C\[C@]2(N(CCC2)C)C (E)-N'-cyano-2-((S)-1,2-dimethylpyrrolidin-2-yl)-N-((3-methyl-1,2,3,5,6,7-hexahydrodicyclopenta[b,e]pyridin-8-yl)carbamoyl)ethene-1-sulfonimidamide